CC(C)(C)C1=NC(=C(S1)C2=NC(=NC=C2)N)C3=C(C(=CC=C3)NS(=O)(=O)C4=C(C=CC=C4F)F)F The molecule is an organofluorine compound and antineoplastic agent, used as its mesylate salt in treatment of metastatic melanoma. It has a role as an antineoplastic agent, a B-Raf inhibitor and an anticoronaviral agent. It is a sulfonamide, an organofluorine compound, a member of 1,3-thiazoles and an aminopyrimidine.